(4S,5R)-4-(hydroxymethyl)-N-(isoquinolin-4-ylmethyl)-5-[3-methoxy-5-(trifluoromethyl)phenyl]-2-oxo-1,3-oxazolidine-3-carboxamide OC[C@@H]1N(C(O[C@@H]1C1=CC(=CC(=C1)C(F)(F)F)OC)=O)C(=O)NCC1=CN=CC2=CC=CC=C12